N-(8-(2-chloro-5-fluorophenyl)-3-(2-hydroxypropan-2-yl)-6-oxo-5,6,7,8-tetrahydroimidazo[1,5-a]pyrazin-1-yl)-3-fluoro-5-(trifluoromethyl)benzamide ClC1=C(C=C(C=C1)F)C1C=2N(CC(N1)=O)C(=NC2NC(C2=CC(=CC(=C2)C(F)(F)F)F)=O)C(C)(C)O